2-(4-(2H-1,2,3-triazol-2-yl)phenyl)-7-(2,2,6,6-tetramethylpiperidin-4-yl)imidazo[1,2-a]pyrimidine formate C(=O)O.N=1N(N=CC1)C1=CC=C(C=C1)C=1N=C2N(C=CC(=N2)C2CC(NC(C2)(C)C)(C)C)C1